N1CCC(CC1)C1=CC=2N(C=C1)C(=CN2)N2C(NC(CC2)=O)=O [7-(4-piperidinyl)imidazo[1,2-a]Pyridin-3-yl]Hexahydropyrimidine-2,4-dione